O=C(CC#N)C1=NC=C(C=C1)C(F)(F)F 3-oxo-3-(5-(trifluoromethyl)pyridin-2-yl)propanenitrile